(1R,3R)-1-[2,6-difluoro-4-[(2S)-2-pyrrolidin-1-ylpropoxy]phenyl]-2-(2-fluoro-2-methyl-propyl)-3-methyl-1,3,4,9-tetrahydropyrido[3,4-b]indole FC1=C(C(=CC(=C1)OC[C@H](C)N1CCCC1)F)[C@H]1N([C@@H](CC2=C1NC1=CC=CC=C21)C)CC(C)(C)F